BrC1=CC=C(C=C1)C1=CC=C(C=C1)C1=CC(=CC(=C1)C1=CC=C(C=C1)C1=CC=C(C=C1)Br)C1=CC=C(C=C1)C1=CC=C(C=C1)Br 4,4''''-dibromo-5''-(4'-bromo-[1,1'-biphenyl]-4-yl)-1,1':4',1'':3'',1''':4''',1''''-quinquephenyl